4-(Aminomethyl)-N-((2-(((cyclobutylmethyl)amino)methyl)-1H-indol-6-yl)methyl)-1-oxo-1,2-dihydro-phthalazine-6-carboxamide NCC1=NNC(C2=CC=C(C=C12)C(=O)NCC1=CC=C2C=C(NC2=C1)CNCC1CCC1)=O